4-bromo-6-chloro-N-(methyl-d3)nicotinamide BrC1=CC(=NC=C1C(=O)NC([2H])([2H])[2H])Cl